N-(4-(benzyloxy)-3-chloro-5-methoxybenzyl)-4-fluoroaniline C(C1=CC=CC=C1)OC1=C(C=C(CNC2=CC=C(C=C2)F)C=C1OC)Cl